(tetra-hydrofuran-3-yl)methanon O1CC(CC1)C=O